7-[7-(3-fluoro-phenyl)-5-(4-methoxy-phenyl)-7H-pyrrolo[2,3-d]Pyrimidine-4-oxy]-4-methylcoumarin FC=1C=C(C=CC1)N1C=C(C2=C1N=CN=C2OC2=CC=C1C(=CC(OC1=C2)=O)C)C2=CC=C(C=C2)OC